5-(2,2-Dimethyltetrahydro-2H-pyran-4-yl)-N-methyl-N-phenyl-1H-pyrrolo[2,3-c]pyridine-2-carboxamide CC1(OCCC(C1)C=1C=C2C(=CN1)NC(=C2)C(=O)N(C2=CC=CC=C2)C)C